1-(p-tolyl)piperazin-2-one C1(=CC=C(C=C1)N1C(CNCC1)=O)C